ClC1=CC=C(CN2CCC=3C2=NC2=CC=CC=C2C3)C=C1 1-(4-chlorobenzyl)-2,3-dihydropyrrolo[2,3-b]Quinoline